L-N-methyl-aspartic acid CN[C@@H](CC(=O)O)C(=O)O